C(C)(=O)C1=C(C(=C(S1)NC1=C(C=C(C=C1)I)F)C(=O)N[C@H]1CNCC1)C (R)-5-acetyl-2-((2-fluoro-4-iodophenyl)amino)-4-methyl-N-(pyrrolidin-3-yl)thiophene-3-carboxamide